N1(CCCCC1)C=1SC=2C(=NC(=C(C2)NC(=O)C2=NC(=CC=C2)N2C[C@H](CC2)O)N2CCCCC2)N1 (S)-N-(2,5-bis(piperidin-1-yl)thiazolo[4,5-b]pyridin-6-yl)-6-(3-hydroxypyrrolidin-1-yl)pyridine-2-carboxamide